(R)-2-((1-(4-fluorophenyl)ethyl)amino)-1-(10H-phenothiazin-10-yl)ethan-1-one FC1=CC=C(C=C1)[C@@H](C)NCC(=O)N1C2=CC=CC=C2SC=2C=CC=CC12